BrC1=C2CCCC2=C(C=2OCCC21)N 4-Bromo-3,5,6,7-tetrahydro-2H-indeno[5,6-b]furan-8-amine